oxozirconium (IV) O=[Zr+2]